1-neopentyl-6-(tetrahydro-2H-pyran-4-yl)-1H-indol C(C(C)(C)C)N1C=CC2=CC=C(C=C12)C1CCOCC1